2-(2-fluoro-6-methoxyphenyl)-6-((4-(1-methyl-4-(trifluoromethyl)-1H-imidazol-2-yl)benzyl)oxy)-9-(tetrahydro-2H-pyran-2-yl)-9H-purine FC1=C(C(=CC=C1)OC)C1=NC(=C2N=CN(C2=N1)C1OCCCC1)OCC1=CC=C(C=C1)C=1N(C=C(N1)C(F)(F)F)C